3-(4-Methoxybenzyl)-2,7-dimethylpyrido[4,3-d]pyrimidin-4(3H)-one COC1=CC=C(CN2C(=NC3=C(C2=O)C=NC(=C3)C)C)C=C1